NC1=C(C=C(C=N1)C1=CC=C(C[C@@H]2CCC(N2CC2COC2)=O)C=C1)C1=C(C=C(C=C1)N)F (S)-5-(4-(6-amino-5-(4-amino-2-fluorophenyl)pyridin-3-yl)benzyl)-1-(oxetan-3-ylmethyl)pyrrolidin-2-one